CC=1C=C(C=C(C1O)C(C)(C)C)CCC(=O)O 3-(3-methyl-4-hydroxy-5-t-butylphenyl)propionic acid